FC(C(CC(=O)C1=CC=C(C=C1)C(F)(F)F)=O)(C(F)(F)F)F 4,4,5,5,5-pentafluoro-1-(4-(trifluoromethyl)phenyl)pentane-1,3-dione